COC=1C(=NC=C(C1)B1OC(C(O1)(C)C)(C)C)NS(=O)(=O)C1=C(C=C(C=C1)F)F N-(3-methoxy-5-(4,4,5,5-tetramethyl-1,3,2-dioxaborolan-2-yl)pyridin-2-yl)-2,4-difluorobenzenesulfonamide